dibenzo[c,e]oxepin-5(7H)-thione C1=CC=CC=2C(OCC3=C(C21)C=CC=C3)=S